C(C)(C)N1N=C(C=C1C1[C@H]2CC(C[C@@H]12)=O)C=1C=NC=C(C1)C(F)(F)F (1R,5S,6r)-6-(1-isopropyl-3-(5-(trifluoromethyl)pyridin-3-yl)-1H-pyrazol-5-yl)bicyclo[3.1.0]hexan-3-one